5-methyl-[1,1'-biphenyl]-4-Carboxylic acid CC=1C(=CC=C(C1)C1=CC=CC=C1)C(=O)O